O=C1N(N=C(C2=CC=CC=C12)C(=O)N1CCN(CC1)C1=NC=CC(=C1)C#N)C1=CC=CC=C1 2-[4-[(3,4-dihydro-4-oxo-3-phenyl-1-phthalazinyl)carbonyl]-1-piperazinyl]-4-pyridinecarbonitrile